1,1,1,3,3,3-hexamethyl-2-[(trimethylsiloxy)methyl]trisilane C[Si]([SiH]([Si](C)(C)C)CO[Si](C)(C)C)(C)C